t-Amylperoxy-2-ethylhexanoate C(C)(C)(CC)OOC(C(=O)[O-])(CCCC)CC